BrC=1N=C(SC1)C[C@@H](C(=O)N1N[C@@H](CCC1)C(=O)O)NC(=O)[C@@H]1[C@H](C1)C (S)-1-((S)-3-(4-bromothiazol-2-yl)-2-((1S,2S)-2-methylcyclopropane-1-carboxamido)propanoyl)hexahydropyridazine-3-carboxylic acid